ClC=1C=C2C=C(NC2=CC1OCC1=NOC=C1)CNC(=O)C1CCCC1 N-((5-chloro-6-(isoxazol-3-ylmethoxy)-1H-indol-2-yl)methyl)cyclopentanecarboxamide